2-(2'-hydroxy-5'-heptyl-phenyl)benzotriazole OC1=C(C=C(C=C1)CCCCCCC)N1N=C2C(=N1)C=CC=C2